4-chloro-2-(trifluoromethyl)thieno[2,3-d]pyrimidine ClC=1C2=C(N=C(N1)C(F)(F)F)SC=C2